2-Azabicyclo[6.1.0]nonane C12NCCCCCC2C1